C(C)O[Si](CCCN(C(=O)N)CCC[Si](C1=CC=CC=C1)(OCC)OCC)(C1=CC=CC=C1)OCC N,N1-bis(3-diethoxyphenylsilylpropyl)urea